C(CCCCCCCCC)(=O)OCCCN(CCC1CN(CC1)C(=O)OC(C)(C)C)CCCCCCCCCCCCCC tert-Butyl 3-(2-((3-(decanoyloxy)propyl)(tetradecyl)amino)ethyl)pyrrolidine-1-carboxylate